NC1=CC=C2C(C=C(OC2=C1N)C1=CC=C(C=C1)N(C)CCOCCOCCOCCOCCOCCO)=O 7,8-diamino-2-[4-[2-[2-[2-[2-[2-(2-hydroxyethoxy)ethoxy]ethoxy]ethoxy]ethoxy]ethyl-methylamino]phenyl]chromen-4-one